2-Bromo-5-(difluoromethyl)-1,3,4-thiadiazole BrC=1SC(=NN1)C(F)F